[Si](C)(C)(C(C)(C)C)N=S(=O)(N)C1=C(C(=O)OC)C=CC(=C1)CN(C)C Methyl 2-[(tert-butyldimethylsilyl)-S-aminosulfonimidoyl]-4-[(dimethylamino)methyl]benzoate